CN(C)CC1=NC2=C(C=CC=C2C=C1)NS(=O)(=O)C1=CC=C(C=C1)OC(F)(F)F N-(2-((Dimethylamino)methyl)quinolin-8-yl)-4-(trifluoromethoxy)benzenesulfonamide